N-[5-(hydroxycarbamoyl)-3-pyridyl]-2-oxo-2-(2-phenyl-1-piperidyl)acetamide ONC(=O)C=1C=C(C=NC1)NC(C(N1C(CCCC1)C1=CC=CC=C1)=O)=O